N-[3-[5-[3-(aminomethyl)-4-fluoro-phenoxy]-2-(difluoromethoxy)phenyl]-1H-pyrazol-4-yl]pyrazolo[1,5-a]pyrimidine-3-carboxamide NCC=1C=C(OC=2C=CC(=C(C2)C2=NNC=C2NC(=O)C=2C=NN3C2N=CC=C3)OC(F)F)C=CC1F